2-(((1s,4s)-4-((4-methoxy-5-(1-methyl-1H-benzo[d][1,2,3]triazol-6-yl)-7H-pyrrolo[2,3-d]pyrimidin-2-yl)amino)cyclohexyl)oxy)ethan-1-ol COC=1C2=C(N=C(N1)NC1CCC(CC1)OCCO)NC=C2C=2C=CC1=C(N(N=N1)C)C2